C1COC2=C1C=C(C=C2)/C=C/C(=O)C3=CC=CC=C3O (e)-3-(2',3'-Dihydrobenzofuran-5-yl)-1-(2-hydroxyphenyl)prop-2-en-1-one